COC1=C(C=C(C(=C1)CCNCC1=C(C=CC=C1)OC)OC)S(=O)(C)=N (2,5-dimethoxy-4-(2-((2-methoxybenzyl)amino)ethyl)phenyl)(imino)(methyl)-λ6-sulfanone